OCCN(CCO)CC(C)S(=O)(=O)O 3-(N,N-BIS[2-hydroxyethyl]amino)-2-propanesulfonic acid